NC1=C(C=C(C(=C1Cl)N1CCC(CC1)(F)F)Cl)NC(C(CC(=O)OCC)C1=CC=C(C=C1)S(=O)(=O)CC)=O Ethyl 4-((2-amino-3,5-dichloro-4-(4,4-difluoropiperidin-1-yl) phenyl) amino)-3-(4-(ethylsulfonyl) phenyl)-4-oxobutanoate